SC1=CC=C(C=C1)SC1=CC=C(C=C1)S Bis(4-mercaptophenyl)thiamethan